(2R,4S)-N-((S,E)-1-cyclobutyl-3-(methylsulfonyl)allyl)-2-phenyl-4-(trifluoromethyl)piperidine-1-carboxamide C1(CCC1)[C@@H](\C=C\S(=O)(=O)C)NC(=O)N1[C@H](C[C@H](CC1)C(F)(F)F)C1=CC=CC=C1